ClC1=CC=C(S1)CNC1=C(C(=NN1C(C(C)(C)C)=O)C1CCN(CC1)C(=O)N1CCOCC1)C#N 5-[(5-chlorothiophen-2-yl)methyl]amino-1-(2,2-dimethylpropanoyl)-3-[1-(morpholine-4-carbonyl)piperidin-4-yl]-1H-pyrazole-4-carbonitrile